(5S,6R,7S,8S)-8-chloro-5,6,7-trihydroxy-2-(2-phenylethyl)-5,6,7,8-tetrahydrochromane Cl[C@H]1[C@H]([C@@H]([C@H](C=2CCC(OC12)CCC1=CC=CC=C1)O)O)O